1-(4-(azetidin-3-yl)-1-phenyl-1H-pyrazol-5-yl)-3-phenyl-1,3-dihydro-2H-imidazol-2-one TFA salt OC(=O)C(F)(F)F.N1CC(C1)C=1C=NN(C1N1C(N(C=C1)C1=CC=CC=C1)=O)C1=CC=CC=C1